C(#N)C=1C=NN2C1C(=CC(=C2)OCC)C=2C=CC(=NC2)N2C[C@@H](CCC2)NC(OC(C)(C)C)=O tert-butyl (R)-(1-(5-(3-cyano-6-ethoxypyrazolo[1,5-a]pyridin-4-yl)pyridin-2-yl)piperidin-3-yl)carbamate